OCCNC1=CC(=NC(=N1)N1CCOCC1)C=1C=C(C=CC1C)NC(=O)N1C[C@@H](CC1)CC(F)(F)F (S)-N-(3-(6-((2-hydroxyethyl)amino)-2-morpholinopyrimidin-4-yl)-4-methylphenyl)-3-(2,2,2-trifluoroethyl)pyrrolidine-1-carboxamide